OC=1C=CC=2N(C(C(=CN2)C)=O)C1 7-hydroxy-3-methyl-4H-pyrido[1,2-a]pyrimidin-4-one